NC1=NN2C(N=CC=C2)=C1C(=O)NC(C)C1=CC(=C2C(=NNC2=C1OCC)Br)Cl 2-Amino-N-(1-(3-bromo-4-chloro-7-ethoxy-1H-indazol-6-yl)ethyl)pyrazolo[1,5-a]pyrimidine-3-carboxamide